NC[C@@H](C)NC(=O)C=1C=C2C=3C(N(C2=CC1)C1=CC=C(C=C1)F)=NN(C3)C N-[(2R)-1-aminopropan-2-yl]-8-(4-fluorophenyl)-2-methyl-2H,8H-pyrazolo[3,4-b]indole-5-carboxamide